NC=1C=C(C(=O)NC23CC(C2)C3)C=CC1O 3-Amino-N-(bicyclo[1.1.1]pentan-1-yl)-4-hydroxybenzamide